aminooxy-carboxylic acid NOC(=O)O